C(#C)C1(CCCC1)C#N 1-ethynyl-cyclopentane-1-carbonitrile